N-[2-chloro-5-[4-[[(1S)-1-(4-fluorophenyl)ethyl]amino]quinazolin-6-yl]-3-pyridyl]methanesulfonamide ClC1=NC=C(C=C1NS(=O)(=O)C)C=1C=C2C(=NC=NC2=CC1)N[C@@H](C)C1=CC=C(C=C1)F